Cl.Cl.NCCCCNCCCCCCCC1=C(C=CC(=C1)O)CC(C(=O)N)NC(CCC)=O [7-[(4-aminobutyl)amino]heptyl]-4-hydroxy-α-[(1-oxobutyl)amino]benzenepropanamide dihydrochloride